6-(4-chlorophenyl)-2-(1-(methyl-d3)-1H-pyrazol-4-yl)-3-oxo-2,3-dihydropyridazine-4-carboxylic acid methyl ester COC(=O)C=1C(N(N=C(C1)C1=CC=C(C=C1)Cl)C=1C=NN(C1)C([2H])([2H])[2H])=O